BrC1=C(C=C2C=NN(C2=C1)COCC[Si](C)(C)C)F 6-bromo-5-fluoro-1-((2-(trimethylsilyl)ethoxy)methyl)-1H-indazole